N1C=NC2=C1C=CC(=C2)N2C(NCC2C2=CC=C(C=C2)C=2SC=CN2)=O 1-(1H-benzimidazol-5-yl)-5-[4-(1,3-thiazol-2-yl)phenyl]imidazolidin-2-one